(2S)-3-(2-cyanophenyl)-2-[9H-fluoren-9-yl-methoxycarbonyl-(methyl)amino]propanoic acid C(#N)C1=C(C=CC=C1)C[C@@H](C(=O)O)N(C)C(=O)OCC1C2=CC=CC=C2C=2C=CC=CC12